NC=1C2=C(N=CN1)N(C(=C2C(=O)NC2=CC=C(C=C2)COC)C2=CC=CC=C2)C2(CC2)C 4-amino-N-(4-(methoxymethyl)phenyl)-7-(1-methylcyclopropyl)-6-phenyl-7H-pyrrolo[2,3-d]pyrimidine-5-carboxamide